4-(((tetrahydro-2H-pyran-2-yl)oxy)methyl)bicyclo[2.2.1]heptane-1-carboxylic acid O1C(CCCC1)OCC12CCC(CC1)(C2)C(=O)O